N-((phenyl)(naphthalen-2-yl)methyl)benzamide tert-butyl-(3-(3-(4-cyano-2,6-difluorophenyl)isoxazol-5-yl)-5-(4-(isopropylsulfonyl)phenyl)pyrazin-2-yl)carbamate C(C)(C)(C)N(C(O)=O)C1=NC=C(N=C1C1=CC(=NO1)C1=C(C=C(C=C1F)C#N)F)C1=CC=C(C=C1)S(=O)(=O)C(C)C.C1(=CC=CC=C1)C(NC(C1=CC=CC=C1)=O)C1=CC2=CC=CC=C2C=C1